tert-butyl 8-(4-((5-(4-hydroxypiperidin-1-yl)pyridin-2-yl)amino)-5-oxo-5,6-dihydro-1,6-naphthyridin-2-yl)-2,8-diazaspiro[4.5]decane-2-carboxylate OC1CCN(CC1)C=1C=CC(=NC1)NC1=CC(=NC=2C=CNC(C12)=O)N1CCC2(CCN(C2)C(=O)OC(C)(C)C)CC1